FC1=CC=C(CC2CCN(CC2)S(=O)(=O)C=2C=C3CCC(NC3=CC2)=O)C=C1 6-((4-(4-fluorobenzyl)piperidin-1-yl)sulfonyl)-3,4-dihydroquinolin-2(1H)-one